C1(=CC=CC=C1)C(COC1=C(C=CC=C1OC)OC)=O 1-phenyl-2-(2,6-dimethoxyphenoxy)ethanone